NCCCC(=O)O anti-γ-aminobutyric acid